CC=1C(=NC=C(C1)C1=CC=CC=C1)C1=CC=CC=C1 3-methyl-2,5-diphenylpyridine